5-chloro-2-methyl-3-(2-oxoethyl)benzonitrile ClC=1C=C(C(=C(C#N)C1)C)CC=O